2-[1-(cyclopentylmethyl)-6-indolylamino]-4-(3-quinolylamino)pyrimidine C1(CCCC1)CN1C=CC2=CC=C(C=C12)NC1=NC=CC(=N1)NC=1C=NC2=CC=CC=C2C1